tert-butyl (3S)-3-((6-bromo-3-methyl-1-(tetrahydro-2H-pyran-2-yl)-1H-indazol-4-yl)oxy)pyrrolidine-1-carboxylate BrC1=CC(=C2C(=NN(C2=C1)C1OCCCC1)C)O[C@@H]1CN(CC1)C(=O)OC(C)(C)C